BrC=1C=C2C(OCC=3C=CC(=CC3C=3C=CC(=C(NS(C(C1O)=C2)(=O)=O)C3)Cl)C#N)=O 13-bromo-19-chloro-14-hydroxy-10,16,16-trioxo-9-oxa-16λ6-thia-17-azatetracyclo[16.3.1.111,15.02,7]tricosa-1(22),2(7),3,5,11,13,15(23),18,20-nonaene-4-carbonitrile